N-(4-chlorophenyl)succinimide methyl-(7S)-2-benzyl-7-methyl-3-{[(2S)-piperidin-2-yl]methyl}-3H,6H,7H,8H,9H-imidazo[4,5-f]quinoline-6-carboxylate COC(=O)N1[C@H](CCC2=C3C(=CC=C12)N(C(=N3)CC3=CC=CC=C3)C[C@H]3NCCCC3)C.ClC3=CC=C(C=C3)N3C(CCC3=O)=O